C(C)(=O)O[C@H]1O[C@@H]([C@H]([C@@H]([C@@H]1NC(CNC(=O)C1CCC(CC1)CN1C(C=CC1=O)=O)=O)OC(C)=O)OC(C)=O)COC(C)=O |r| rac-(2R,3S,4R,5S,6R)-6-(acetoxymethyl)-3-(2-(4-((2,5-dioxo-2,5-dihydro-1H-pyrrol-1-yl)methyl)cyclohexane-1-carboxamido)acetamido)tetrahydro-2H-pyran-2,4,5-triyl triacetate